O=C1C2(CC(C(C1)(CC2)C(=O)O)=O)C(=O)O 2,5-dioxo-1,4-bicyclo[2.2.2]octane-dicarboxylic acid